NC1CC(C1)COC1=CC=C(C=C1)C(C)(C)C=1C=C(C(=C(C#N)C1)OCCCl)Cl 5-(2-(4-(((1r,3r)-3-aminocyclobutyl)methoxy)phenyl)propan-2-yl)-3-chloro-2-(2-chloroethoxy)benzonitrile